N-{[4-(1H-pyrazol-4-yl)phenyl]methyl}piperidine-3-carboxamid N1N=CC(=C1)C1=CC=C(C=C1)CNC(=O)C1CNCCC1